C(C1=CN=CC=C1)(=O)O[C@](C(=O)NC1=CC(=C(C=C1)C#N)C(F)(F)F)(COC1=CC=C(C=C1)C#N)C (S)-1-((4-cyano-3-(trifluoromethyl) phenyl) amino)-3-(4-cyanophenoxy)-2-methyl-1-oxopropan-2-yl nicotinate